N-(3-(2-((1,5-dimethyl-1H-pyrazol-3-yl)amino)-5-methylpyrimidin-4-yl)-1H-indol-7-yl)-2-(4-(4-methylpiperazin-1-yl)piperidin-1-yl)acetamide CN1N=C(C=C1C)NC1=NC=C(C(=N1)C1=CNC2=C(C=CC=C12)NC(CN1CCC(CC1)N1CCN(CC1)C)=O)C